C(C)(C)(C)[Si](C)(C)OCC1=CC(=CC(=C1)OC)OC T-butyl-((3,5-Dimethoxybenzyl)oxy)dimethylsilane